1,5-dioxacyclohexadec-14-en-3-one O1CC(COCCCCCCCCC=CC1)=O